ClC1=CC=C2C=CC=NC2=C1NS(=O)(=O)C1=NC=C(N=C1)OC N-(7-chloro-quinolin-8-yl)-5-meth-oxypyrazine-2-sulfonamide